C(=O)O.NC1CCC(CC1)NC1=NC2=C(C=C(C=C2C=N1)C1=C(C=C(C=C1)NS(=O)(=O)C1=C(C=CC=C1)OC)C)CC N-(4-(2-(((1r,4r)-4-aminocyclohexyl)-amino)-8-ethyl-quinazolin-6-yl)-3-methylphenyl)-2-methoxybenzene-sulfonamide, formate salt